2-(2,2-di(2-hydroxyphenyl)ethyl)-pyridine OC1=C(C=CC=C1)C(CC1=NC=CC=C1)C1=C(C=CC=C1)O